ClC1=C(C(=O)NC2=NC=C(C=C2)C(=O)N2CCC([C@](C3=C2C=CC(=C3)Cl)(CO)O)(F)F)C=CC=C1Cl 2,3-dichloro-N-{5-[(5S)-7-chloro-4,4-difluoro-5-hydroxy-5-(hydroxymethyl)-2,3,4,5-tetrahydro-1H-1-benzazepin-1-carbonyl]pyridin-2-yl}benzamide